C1C(O1)CCC2CO2 1,2,5,6-diepoxyhexane